C(C1CO1)OCCOC1=CC=C(C=C1)CC1=CC=C(C=C1)OCCOCC1CO1 bis[4-(2-glycidoxyethoxy)phenyl]methane